S(=O)(=O)(O)O.C(C)OC=1C=C(C=CC1OC)C(=CS(=O)(=O)C)N 1-(3-ethoxy-4-methoxyphenyl)-2-(methylsulfonyl)vinylamine, sulfate salt